S[C@H]1CN(CCC1)C(=O)OC(C)(C)C tert-butyl (R)-3-mercaptopiperidine-1-carboxylate